1,1'-(Ethane-1,2-diyl)bis(2-(2-chloro-6-(2H-tetrazol-5-yl)phenyl)-4-methoxy-1H-benzo[d]imidazole-5-carboxamide) C(CN1C(=NC2=C1C=CC(=C2OC)C(=O)N)C2=C(C=CC=C2C=2N=NNN2)Cl)N2C(=NC1=C2C=CC(=C1OC)C(=O)N)C1=C(C=CC=C1C=1N=NNN1)Cl